C(C)(C)(C)OC(N[C@@H](C1CCC(CC1)(F)F)C1=NC2=C(N1)C=CC(=C2F)C(C(=O)N2CC(C2)(F)F)C)=O N-[(S)-{5-[2-(3,3-Difluoroazetidin-1-yl)-1-methyl-2-oxoethyl]-4-fluoro-1H-benzimidazol-2-yl}(4,4-Difluorocyclohexyl)methyl]carbamic acid tert-butyl ester